1-{4-[(3R)-2,6-dioxopiperidin-3-yl]phenyl}piperidine-4-carbaldehyde O=C1NC(CC[C@@H]1C1=CC=C(C=C1)N1CCC(CC1)C=O)=O